2-(5,5-difluoropiperidin-3-yl)acetate FC1(CC(CNC1)CC(=O)[O-])F